2-((1-methyl-1H-pyrazol-4-yl)amino)-4-((pyridin-3-ylmethyl)amino)pyrimidin-5-carboxamide CN1N=CC(=C1)NC1=NC=C(C(=N1)NCC=1C=NC=CC1)C(=O)N